N1(CCCC1)CCCOC1=CC=2N(C=C1)C(=CN2)C2=CC(=NC=N2)N {6-[7-(3-pyrrolidin-1-yl-propoxy)-imidazo[1,2-a]pyridin-3-yl]-pyrimidin-4-yl}-amine